2-((6-(2-(6-oxa-3-azabicyclo[3.1.1]heptan-3-yl)ethoxy)pyridazin-3-yl)amino)-6-(2,6-dichlorophenyl)-8-methylpyrido[2,3-d]pyrimidin-7(8H)-one C12CN(CC(O1)C2)CCOC2=CC=C(N=N2)NC=2N=CC1=C(N2)N(C(C(=C1)C1=C(C=CC=C1Cl)Cl)=O)C